5-chloro-N-[(1S)-3-(methylamino)-2,3-dioxo-1-[[(3S)-2-oxopyrrolidin-3-yl]methyl]propyl]-2-(2-thiazol-4-ylpropanoylamino)benzamide ClC=1C=CC(=C(C(=O)N[C@H](C(C(=O)NC)=O)C[C@H]2C(NCC2)=O)C1)NC(C(C)C=1N=CSC1)=O